N1CNCC12CCNCC2 1,3,8-triaza-spiro[4.5]decane